3-(4-(5-(4-((4-(4-chlorophenyl)-3,9-dimethyl-6H-thieno[3,2-f][1,2,4]triazolo[4,3-a][1,4]diazepin-2-yl)ethynyl)-1H-pyrazol-1-yl)pentyl)-1-oxoisoindolin-2-yl)piperidine-2,6-dione ClC1=CC=C(C=C1)C1=NCC=2N(C3=C1C(=C(S3)C#CC=3C=NN(C3)CCCCCC3=C1CN(C(C1=CC=C3)=O)C3C(NC(CC3)=O)=O)C)C(=NN2)C